C(C)OC1=CC(=NC=C1C#N)C(C)N1C(C2=CC(=CC(=C2CC1)B1OC(C(O1)(C)C)(C)C)CN1C(=NC=C1)C)=O 4-ethoxy-6-(1-(7-((2-methyl-1H-imidazol-1-yl)methyl)-1-oxo-5-(4,4,5,5-tetramethyl-1,3,2-dioxaborolan-2-yl)-3,4-dihydro-isoquinolin-2(1H)-yl)ethyl)nicotinonitrile